FC=1C=C2C=NN(C2=CC1C=1C=2C(=NN(C2C=CC1)CC(=O)N(CC(=O)NCC(=O)OC(C)(C)C)C)C1CCN(CC1)C(CCC(C)=O)=O)C tert-butyl N-(2-(5'-fluoro-1'-methyl-3-(1-(4-oxopentanoyl)piperidin-4-yl)-1H,1'H-[4,6'-biindazol]-1-yl)acetyl)-N-methylglycylglycinate